1-methyl-1H-pyrazol-3-ylAmide CN1N=C(C=C1)[NH-]